9,9-bis(4-hydroxy-3-ethylphenyl)fluorene OC1=C(C=C(C=C1)C1(C2=CC=CC=C2C=2C=CC=CC12)C1=CC(=C(C=C1)O)CC)CC